CC=1C(=C(C=CC1)S(=O)(=O)O)CC methyl-ethylbenzenesulfonic acid